NCC=1NC2=CC(=C(C=C2C1)C)C(=O)NCC1=CC=CC2=CC=CC=C12 2-(Aminomethyl)-5-methyl-N-(naphthalen-1-ylmethyl)-1H-indole-6-carboxamide